5-(m-tolylamino)pyrazolo[1,5-a]pyrido[4,3-e]pyrimidine-2-carboxylic acid C1(=CC(=CC=C1)NC1=NC=2N(C3=C1C=CN=C3)N=C(C2)C(=O)O)C